BrC1=C(N)C(=CC(=C1)Cl)I 2-bromo-4-chloro-6-iodo-aniline